(R)-1-(5-(6-chloro-7-fluoro-3-(1H-imidazol-1-yl)-5-methoxy-1-methyl-1H-indol-2-yl)-4H-1,2,4-triazol-3-yl)pyrrolidin-3-ol ClC1=C(C=C2C(=C(N(C2=C1F)C)C=1NC(=NN1)N1C[C@@H](CC1)O)N1C=NC=C1)OC